tartaric acid 2-(acetoxymethyl)-4-iodobutyl-acetate C(C)(=O)OCC(CCC(=O)O)CCI.C(C(O)C(O)C(=O)O)(=O)O